{[3-fluoro-4-({5-[(3-fluoropyridin-2-yl)methoxy]-4-methylpyridin-3-yl}methyl)pyridin-2-yl]sulfamoyl}(methyl)amine FC=1C(=NC=CC1CC=1C=NC=C(C1C)OCC1=NC=CC=C1F)NS(=O)(=O)NC